FC1=C(C=C(C(=O)Cl)C=C1[N+](=O)[O-])C 4-fluoro-3-methyl-5-nitrobenzoyl chloride